tert-butyl N-[(1S,2S)-2-(iodomethyl)cyclohexyl]carbamate IC[C@@H]1[C@H](CCCC1)NC(OC(C)(C)C)=O